C(#N)C1=CC=C(C=C1)C=1C(=NC(=NC1)NC1=CC(=CC=C1)C(=O)N1CCCC1)N[C@H]1[C@H]([C@@H]2C=C[C@H]1C2)C(=O)N (1S,2S,3R,4R)-3-((5-(4-cyanophenyl)-2-((3-(pyrrolidine-1-carbonyl)phenyl)amino)pyrimidin-4-yl)amino)bicyclo[2.2.1]hept-5-ene-2-carboxamide